5-(Hydroxymethyl)benzene-1,2,3-triol OCC=1C=C(C(=C(C1)O)O)O